C(C=CC=CC=CC=CC=CC=CC=CC=C)=O heptadeca-2,4,6,8,10,12,14,16-octaenal